CN(CCONC(=O)C1=C(C=C(C=C1)N\C(=C\1/C(NC2=CC(=CC=C12)C(=O)OC)=O)\C1=CC=CC=C1)F)C (Z)-Methyl 3-(((4-((2-(dimethylamino)ethoxy)carbamoyl)-3-fluorophenyl)amino)(phenyl)methylene)-2-oxoindoline-6-carboxylate